2-(2-(4-Bromo-benzyl)-3-{hydroxy-[1-(amino)-ethyl]-phosphinoyl}-propionylamino)-propionic acid ethyl ester C(C)OC(C(C)NC(C(CP(=O)(C(C)N)O)CC1=CC=C(C=C1)Br)=O)=O